(S,E)-3-(8-(2-(Hydroxymethyl)-4-(methoxyimino)pyrrolidine-1-carbonyl)-2,3-dihydrobenzo[b][1,4]dioxin-5-yl)-2-methylbenzonitrile OC[C@H]1N(C/C(/C1)=N/OC)C(=O)C1=CC=C(C2=C1OCCO2)C=2C(=C(C#N)C=CC2)C